N1(CCCCC1)C=1C=C2C=CC(=CC2=CC1)C=O 6-(piperidin-1-yl)-2-naphthoaldehyde